3-(((1-allyl-2-oxo-1,2-dihydropyridin-3-yl)methyl)amino)propanoic acid C(C=C)N1C(C(=CC=C1)CNCCC(=O)O)=O